3-((3-isopropyl-6-methylcyclohex-2-en-1-yl)thio)propanoic acid C(C)(C)C1=CC(C(CC1)C)SCCC(=O)O